O1C(CCCC1)N1N=CC=2C(=NC=CC21)C(=O)O 1-(Oxan-2-yl)pyrazolo[4,3-c]pyridine-4-carboxylic acid